(1-(6-(trifluoromethyl)pyridin-3-yl)-1H-indol-5-yl)acrylamide FC(C1=CC=C(C=N1)N1C=CC2=CC(=CC=C12)C(C(=O)N)=C)(F)F